N3-(5-(2-fluoro-4-(trifluoromethyl)phenyl)-4-methyl-pyrimidin-2-yl)cyclopentane-1,3-diamine FC1=C(C=CC(=C1)C(F)(F)F)C=1C(=NC(=NC1)NC1CC(CC1)N)C